NC=1C(=CC(=NC1)C(=O)N[C@H]1COCC1)N1CCC(CC1)OC1=C(C=C(C=C1)F)F (R)-5-amino-4-(4-(2,4-difluorophenoxy)piperidin-1-yl)-N-(tetrahydrofuran-3-yl)pyridinecarboxamide